CN(C1CCN(CC1)C1=C(C=C(C=C1)NC=1N=C(C2=C(N1)SC=C2C)NC=2C=C(C=CC2)C2(CCC2)O)OC)C 1-(3-((2-((4-(4-(dimethylamino)piperidin-1-yl)-3-methoxyphenyl)amino)-5-methylthieno[2,3-d]pyrimidin-4-yl)amino)phenyl)cyclobutan-1-ol